methyl (2R,3R)-2-[(3-carbamimidoylphenyl)methyl]-3-[[4-(1-oxidopyridin-1-ium-4-yl)benzoyl]amino]butanoate C(N)(=N)C=1C=C(C=CC1)C[C@@H](C(=O)OC)[C@@H](C)NC(C1=CC=C(C=C1)C1=CC=[N+](C=C1)[O-])=O